(dibenzofuranyl)(diphenyltriazinyl)(dimethylfluorenyl)benzene C1(=CC=CC=2OC3=C(C21)C=CC=C3)C=3C(=C(C=CC3)C3=C(C(=CC=2C1=CC=CC=C1CC32)C)C)C3=NN=NC(=C3C3=CC=CC=C3)C3=CC=CC=C3